di-n-hexyl fumarate CCCCCCOC(=O)/C=C/C(=O)OCCCCCC